C(CCCCCCCCC)OC=CCCCCCCCC=CC 1-(decyl-oxy)dodeca-1,10-diene